C(C=C(C)C)[B] prenylboron